4-fluoro-N-{[3-fluoro-4-(propan-2-yl)phenyl](phenyl)methyl}-1-[2-(1H-imidazol-1-yl)propanoyl]pyrrolidine-2-carboxamide FC1CC(N(C1)C(C(C)N1C=NC=C1)=O)C(=O)NC(C1=CC=CC=C1)C1=CC(=C(C=C1)C(C)C)F